1,1-dimethoxy-N,N-dimethylethane-1-amine COC(C)(N(C)C)OC